2-amino-5-(3,4-dichlorophenyl)-4-oxo-4,5-dihydrofuran-3-yl phenylmethanesulfonate C1(=CC=CC=C1)CS(=O)(=O)OC1=C(OC(C1=O)C1=CC(=C(C=C1)Cl)Cl)N